2-(4-(1-(benzo[d][1,3]dioxol-5-yl)ethyl)piperazin-1-yl)-4-(4-methoxyphenyl)thiazole O1COC2=C1C=CC(=C2)C(C)N2CCN(CC2)C=2SC=C(N2)C2=CC=C(C=C2)OC